N-{[4-amino-7-(1H-pyrazol-3-yl)-1H-imidazo[4,5-c]quinolin-2-yl]methyl}-N-ethyl-3-hydroxy-3-methylbutanamide NC1=NC=2C=C(C=CC2C2=C1N=C(N2)CN(C(CC(C)(C)O)=O)CC)C2=NNC=C2